FC1=C(OC2=CC=C(C=N2)NC(C2=CC=C(C=C2)C(F)(F)F)=O)C=CC(=C1)NC N-{6-[2-fluoro-4-(methylamino)phenoxy]pyridin-3-yl}-4-(trifluoromethyl)benzamide